6-bromo-3,3,5-trimethyl-8-(trifluoromethyl)-1,2,3,4-tetrahydroquinoxalin-2-one BrC=1C(=C2NC(C(NC2=C(C1)C(F)(F)F)=O)(C)C)C